1-hydroxyethyl methacrylate C(C(=C)C)(=O)OC(C)O